[6-(3-cyclopropyl-1H-pyrazol-5-yl)-2-azaspiro[3.3]heptan-2-yl]-[6-[[1-(2,2,2-trifluoroethyl)pyrazol-4-yl]methyl]-2-azaspiro[3.3]heptan-2-yl]methanone C1(CC1)C1=NNC(=C1)C1CC2(CN(C2)C(=O)N2CC3(C2)CC(C3)CC=3C=NN(C3)CC(F)(F)F)C1